COC(=O)N1CC[C@@H]2N(C([C@H](C1)NC(=O)OC(C)(C)C)=O)[C@@H](CC2)C(=O)OC (5S,8S,10aR)-5-[(tert-butoxycarbonyl)amino]-6-oxo-octahydropyrrolo[1,2-a][1,5]diazocine-3,8-dicarboxylic acid 3,8-dimethyl ester